2-(3-Chlorobenzyl)cyclopentyl ((S)-1-(((S)-4-(cyclopropylamino)-3,4-dioxo-1-((S)-2-oxopyrrolidin-3-yl)butan-2-yl)amino)-4-methyl-1-oxopentan-2-yl)carbamate C1(CC1)NC(C([C@H](C[C@H]1C(NCC1)=O)NC([C@H](CC(C)C)NC(OC1C(CCC1)CC1=CC(=CC=C1)Cl)=O)=O)=O)=O